4-ethoxy-6-(1-(7-(2-(ethyl(methyl)amino)ethyl)-1-oxo-5-(1,2,3,6-tetrahydropyridin-4-yl)-3,4-dihydroisoquinolin-2(1H)-yl)ethyl)nicotinonitrile C(C)OC1=CC(=NC=C1C#N)C(C)N1C(C2=CC(=CC(=C2CC1)C=1CCNCC1)CCN(C)CC)=O